C(C=C(C)CCC=C(C)CCC=C(C)C)N1C(CCC1)=O 1-farnesylazacyclopentan-2-one